3-amino-4-((2-hydroxy-2-phenylethyl)amino)benzamide NC=1C=C(C(=O)N)C=CC1NCC(C1=CC=CC=C1)O